ClC=1C=C(C=C(C1)S(=O)(=O)C)NC(=O)C1=CN(C(=C1)C1=NC=CC=C1OC(C)C1=CC(=CC(=C1)C(F)(F)F)F)C N-(3-chloro-5-methylsulfonylphenyl)-5-{3-[1-[3-fluoro-5-(trifluoromethyl)phenyl]ethoxy]pyridin-2-yl}-1-methyl-1H-pyrrole-3-carboxamide